C1(CCCCC1)N(C1=CC=C(C(=O)C2=CC=C(C=C2)N(C2CCCCC2)C2CCCCC2)C=C1)C1CCCCC1 4,4'-bis(dicyclohexylamino)benzophenone